BrC1=C(C=CC=C1)C(CC1OCC(O1)C=O)C 2-[2-(2-bromophenyl)propyl]-1,3-dioxolane-4-carbaldehyde